The molecule is an icosanoid anion that is the conjugate base of 11(R)-HEPE arising from deprotonation of the carboxylic acid group; major species at pH 7.3. It has a role as an algal metabolite, a human xenobiotic metabolite and an anti-inflammatory agent. It is an icosanoid anion, a long-chain fatty acid anion, a HEPE(1-) and a hydroxy polyunsaturated fatty acid anion. It is a conjugate base of an 11(R)-HEPE. CC/C=C\\C/C=C\\C=C\\[C@@H](C/C=C\\C/C=C\\CCCC(=O)[O-])O